5-(2-chloro-4-fluorophenyl)-4-(3,5-dimethoxyphenyl)-2,6-dimethylpyrimidine ClC1=C(C=CC(=C1)F)C=1C(=NC(=NC1C)C)C1=CC(=CC(=C1)OC)OC